(Z)-5-[4-(piperidin-4-yloxy)benzylidene]thiazolidine-2,4-dione N1CCC(CC1)OC1=CC=C(\C=C/2\C(NC(S2)=O)=O)C=C1